3-cyclopropyl-2,2-difluoropropanamide C1(CC1)CC(C(=O)N)(F)F